7-(4-(aminoethyl)-4-methylpiperidine-1-yl)-3-(2,3-dichlorophenyl)quinazoline-2,4(1H,3H)-dione NCCC1(CCN(CC1)C1=CC=C2C(N(C(NC2=C1)=O)C1=C(C(=CC=C1)Cl)Cl)=O)C